tert-butyl (S)-2-((4-(2-(2,6-dioxopiperidin-3-yl)-1-oxoisoindolin-5-yl) piperazin-1-yl)methyl)-7-azaspiro[3.5]nonane-7-carboxylate O=C1NC(CC[C@@H]1N1C(C2=CC=C(C=C2C1)N1CCN(CC1)CC1CC2(C1)CCN(CC2)C(=O)OC(C)(C)C)=O)=O